(1S,3S)-3-((2-methyl-6-(1-methyl-5-(((4-(neopentyloxy)pyrimidin-2-yl)amino)methyl)-1H-1,2,3-triazol-4-yl)pyridin-3-yl)oxy)cyclohexane-1-carboxylic acid CC1=NC(=CC=C1O[C@@H]1C[C@H](CCC1)C(=O)O)C=1N=NN(C1CNC1=NC=CC(=N1)OCC(C)(C)C)C